2-(2-((3R,4S)-3-Amino-4-fluoropiperidin-1-yl)-5-chloro-1H-benzo[d]imidazol-1-yl)-N,N-dimethylacetamid N[C@@H]1CN(CC[C@@H]1F)C1=NC2=C(N1CC(=O)N(C)C)C=CC(=C2)Cl